[4-(5-tert-butyl-1,2,4-oxadiazol-3-yl)phenyl]-[6-(2-cyclopropyloxazol-5-yl)-6-hydroxy-2-azaspiro[3.3]heptan-2-yl]methanone C(C)(C)(C)C1=NC(=NO1)C1=CC=C(C=C1)C(=O)N1CC2(C1)CC(C2)(O)C2=CN=C(O2)C2CC2